benzyl (2S)-2-(cyanomethyl)-4-[2-[[(2S)-4,4-difluoro-1-methyl-pyrrolidin-2-yl]methoxy]-7-(8-methyl-1-naphthyl)-6,8-dihydro-5H-pyrido[3,4-d]pyrimidin-4-yl]piperazine-1-carboxylate C(#N)C[C@@H]1N(CCN(C1)C=1C2=C(N=C(N1)OC[C@H]1N(CC(C1)(F)F)C)CN(CC2)C2=CC=CC1=CC=CC(=C21)C)C(=O)OCC2=CC=CC=C2